but-3-ynyl 4-methylbenzenesulfonate CC1=CC=C(C=C1)S(=O)(=O)OCCC#C